1-(3-aminoadamantan-1-yl)-3-(tert-butyl)urea 2,2,2-trifluoroacetate FC(C(=O)O)(F)F.NC12CC3(CC(CC(C1)C3)C2)NC(=O)NC(C)(C)C